FC1=CC=C(C=C1)C(O)C1(OCC1)C (4-fluorophenyl)(2-methyl-oxetan-2-yl)methanol